C(#N)CC=1C=C2C(=CC=NC2=CC1)C(=O)OC methyl 6-(cyanomethyl)quinoline-4-carboxylate